ClC1=C(C=CC(=C1)Cl)[C@@H](C)N1N=C(C=2C1=NC(=CN2)N2CC(C2)[C@H]2CN(CCC2)CCC(=O)N)C 3-((S)-3-(1-(1-((R)-1-(2,4-Dichlorophenyl)ethyl)-3-methyl-1H-pyrazolo[3,4-b]pyrazin-6-yl)azetidin-3-yl)piperidin-1-yl)propanamide